(2-fluoro-5-hydroxyphenyl)(6-(3-methyl-1-[o-(trifluoromethyl)phenyl]-5-pyrazolyl)-2-aza-2-spiro[3.3]heptyl)methanone FC1=C(C=C(C=C1)O)C(=O)N1CC2(C1)CC(C2)C2=CC(=NN2C2=C(C=CC=C2)C(F)(F)F)C